5-methoxybenzoic acid tert-butyl ester C(C)(C)(C)OC(C1=CC=CC(=C1)OC)=O